CC1=C(SC=C1)C=1CCN(CC1)CC1=C2CN(C(C2=CC=C1)=O)C1C(NC(CC1)=O)=O 3-(4-((4-(3-methylthiophen-2-yl)-3,6-dihydropyridin-1(2H)-yl)methyl)-1-oxoisoindolin-2-yl)piperidine-2,6-dione